4-PHENYL-2-BUTANONE C1(=CC=CC=C1)CCC(C)=O